(1R)-1-[(1-carbamoylcyclopropyl)methoxy]-1-(4-chlorophenyl)-2-[(5-chloropyridin-2-yl)methyl]-7-fluoro-N-methoxy-N-methyl-3-oxo-2,3-dihydro-1H-isoindole-5-carboxylic acid amide C(N)(=O)C1(CC1)CO[C@]1(N(C(C2=CC(=CC(=C12)F)C(=O)N(C)OC)=O)CC1=NC=C(C=C1)Cl)C1=CC=C(C=C1)Cl